CN(C)CC(O)(CN(C)C)CN(C)C 1,1,1-tris(dimethylaminomethyl)-methanol